C1=C(C=CC2=CC=CC=C12)\C(\C)=N\NC(C1=C(C=CC=C1)[N+](=O)[O-])=O (E)-N'-(1-(naphthalen-2-yl)ethylidene)-2-nitrobenzohydrazide